3-((((S)-2-hydroxypropyl)amino)methyl)-4H-pyrido[1,2-a]pyrimidin-4-one O[C@H](CNCC1=CN=C2N(C1=O)C=CC=C2)C